C1(=CC(=CC=C1)C1=NC(=NC(=N1)C1=CC=CC=C1)C1=CC(=CC=C1)B1OC(C(O1)(C)C)(C)C)C1=CC=CC=C1 2-([1,1'-biphenyl]-3-yl)-4-phenyl-6-(3-(4,4,5,5-tetramethyl-1,3,2-dioxaborolan-2-yl)phenyl)-1,3,5-triazine